3-[(6-Phenoxypyridin-3-yl)methyl]-2-thioxo-1,2,3,7-tetrahydro-6H-purin-6-one O(C1=CC=CC=C1)C1=CC=C(C=N1)CN1C(NC(C=2NC=NC12)=O)=S